1-(((3-methylpyridin-2-yl)oxy)methyl)cyclopropan-1-amine CC=1C(=NC=CC1)OCC1(CC1)N